4-(4-Amino-3-methylphenyl)-1(2H)-phthalazinone NC1=C(C=C(C=C1)C1=NNC(C2=CC=CC=C12)=O)C